BrC=1C(=CC(=C(C1)NC(=O)C=1C=NN2C1C=CC(=C2)F)C)F N-(5-bromo-4-fluoro-2-methylphenyl)-6-fluoropyrazolo[1,5-a]pyridine-3-carboxamide